2-(6-((Z)-((1R,2S,5S)-2-fluoro-1,5-dimethyl-8-azabicyclo[3.2.1]octan-3-ylidene)methyl)pyridazin-3-yl)-5-(1H-imidazol-1-yl)phenol F[C@@H]\1[C@]2(CC[C@@](C/C1=C/C1=CC=C(N=N1)C1=C(C=C(C=C1)N1C=NC=C1)O)(N2)C)C